(3-methylbenzylidene)benzoyl-hydrazine CC=1C=C(C=NNC(C2=CC=CC=C2)=O)C=CC1